(3S,4R)-3-fluoro-1-(4-((5-isopropyl-8-morpholinoisoquinolin-3-yl)amino)pyrimidin-2-yl)-3-methylpiperidin-4-ol F[C@]1(CN(CC[C@H]1O)C1=NC=CC(=N1)NC=1N=CC2=C(C=CC(=C2C1)C(C)C)N1CCOCC1)C